COC1(CCOCC1)C=1C=C2C=NC(=NC2=C(C1)C#N)C 6-(4-methoxytetrahydro-2H-pyran-4-yl)-2-methylquinazoline-8-carbonitrile